6-{4-[3-(1,3-benzothiazole-7-sulfonyl)propanoyl]-3,5-dimethylpiperazin-1-yl}pyridine-3-carbonitrile S1C=NC2=C1C(=CC=C2)S(=O)(=O)CCC(=O)N2C(CN(CC2C)C2=CC=C(C=N2)C#N)C